N1CC(C1)C1=C(N=C(S1)N(C)C=1N=NC(=C(C1)C)NC=1SC2=C(N1)C=CC=C2)C(=O)[O-].[Na+] sodium 5-(azetidin-3-yl)-2-({6-[(1,3-benzothiazol-2-yl)amino]-5-methylpyridazin-3-yl}(methyl)amino)-1,3-thiazole-4-carboxylate